2-(2,5-dimethyl-1H-pyrrol-1-yl)-7-(3-fluoro-6-(1-((1-fluorocyclopropyl)(4-fluorophenyl)-methyl)-1H-pyrazol-4-yl)pyridin-2-yl)-[1,2,4]triazolo[1,5-a]pyridine CC=1N(C(=CC1)C)C1=NN2C(C=C(C=C2)C2=NC(=CC=C2F)C=2C=NN(C2)C(C2=CC=C(C=C2)F)C2(CC2)F)=N1